1,3-dihydroxypropan-2-yloctadecanoate OCC(CO)OC(CCCCCCCCCCCCCCCCC)=O